(S,E)-7-bromo-6-chloro-8-fluoro-2-((4-(fluoromethylene)-1,3-dimethylpiperidin-3-yl)methoxy)-4-methoxyquinazoline BrC1=C(C=C2C(=NC(=NC2=C1F)OC[C@@]/1(CN(CC\C1=C/F)C)C)OC)Cl